4-chloro-2-(methylthio)-6-(1H-pyrazol-1-yl)pyrimidine ClC1=NC(=NC(=C1)N1N=CC=C1)SC